isostearyl-trisilanolate C(CCCCCCCCCCCCCCC(C)C)[SiH]([SiH2][SiH3])[O-]